1,9-Diazabicyclo[6.4.0]dodec-8-ene N12CCCCCCC2=NCCC1